N-(3-(3-amino-4-(1'-oxo-2',3'-dihydro-1'H-spiro[cyclobutane-1,4'-isoquinolin]-6'-yl)-1H-pyrazol-1-yl)phenyl)acrylamide NC1=NN(C=C1C=1C=C2C3(CNC(C2=CC1)=O)CCC3)C=3C=C(C=CC3)NC(C=C)=O